O1C=CC2=C1C=CC(=C2)CC(CC)N(C(OC(C)(C)C)=O)C tert-butyl (1-(benzofuran-5-yl)butan-2-yl)(methyl)carbamate